FCCCN(C1=CC=C(N=N1)C1=C(C=C(C=C1)C=1C=NNC1)O)C1CC(NC(C1)(C)C)(C)C 2-(6-((3-fluoropropyl)-(2,2,6,6-tetramethyl-piperidin-4-yl)amino)-pyridazin-3-yl)-5-(1H-pyrazol-4-yl)phenol